[Si](C)(C)(C(C)(C)C)OCC#CC1=CC2=C(N(C(N2C)=O)C2C(NC(CC2)=O)=O)C=C1 3-(5-(3-((tert-butyldimethylsilyl)oxy)prop-1-yn-1-yl)-3-methyl-2-oxo-2,3-dihydro-1H-benzo[d]imidazol-1-yl)piperidine-2,6-dione